CC1=C(C(CC=C1)(C)C)CC=CC 1-(2,6,6-trimethyl-1,3-cyclohexadien-1-yl)-2-buten